{5-[(3S)-3-{[(1R)-1-(naphthalen-1-yl)ethyl]amino}tetrahydro-1H-pyrrol-1-yl]-2-(thiophen-2-yl)phenyl}acetic acid C1(=CC=CC2=CC=CC=C12)[C@@H](C)N[C@@H]1CN(CC1)C=1C=CC(=C(C1)CC(=O)O)C=1SC=CC1